3-Amino-8-(5-cyano-2-methoxyphenyl)-N-propylimidazo[1,2-a]pyridine-2-carboxamide NC1=C(N=C2N1C=CC=C2C2=C(C=CC(=C2)C#N)OC)C(=O)NCCC